(1R,3S,5R)-N-(pyridin-2-yl)-2-azabicyclo[3.1.0]hexane-3-carboxamide N1=C(C=CC=C1)NC(=O)[C@H]1N[C@@H]2C[C@@H]2C1